C1N(CCC2=CC=CC=C12)C[C@H](CN1C(C2=CC=C(C=C2CC1)O)=O)O 2-[(2R)-3-(3,4-dihydro-1H-isoquinolin-2-yl)-2-hydroxy-propyl]-6-hydroxy-3,4-dihydroisoquinolin-1-one